C(C=C)(=O)N1CCN(CC1)C1(CCOCC1)C1=CC=C(C=C1)[C@H](C)NC=1N=CC2=C(N1)N(C(C=C2)=O)C(C)C 2-{[(1S)-1-{4-[4-(4-acryloylpiperazin-1-yl)tetrahydro-2H-pyran-4-yl]phenyl}ethyl]amino}-8-(propan-2-yl)pyrido[2,3-d]pyrimidin-7(8H)-on